1,2,3,4,4a,5,6,7-octahydro-2,5,5-trimethyl-2-naphthol CC1(CC2=CCCC(C2CC1)(C)C)O